NC=1N=C(C2=C(N1)C(=CN(C2=O)CC2=CC=C(C=C2)CN2CCCC2)F)NCCCC 2-amino-4-(butylamino)-8-fluoro-6-(4-(pyrrolidin-1-ylmethyl)benzyl)pyrido[4,3-d]pyrimidin-5(6H)-one